2,7-bis[2-(dipropylamino)-ethoxy]-dibenzofuran-dihydrochloride Cl.Cl.C(CC)N(CCOC1=CC2=C(OC3=C2C=CC(=C3)OCCN(CCC)CCC)C=C1)CCC